C(C(C)C)OC1=CC=CC=C1 4-isobutoxy-benzene